ClC=1C=C(C(=C(OC2=C(N=CN(C2=O)CC2=CC=C(C=C2)OC)C(=O)N(C)OC)C1)F)C#N 5-(5-Chloro-3-cyano-2-fluorophenoxy)-N-methoxy-1-(4-methoxybenzyl)-N-methyl-6-oxo-1,6-dihydropyrimidine-4-carboxamide